tert-butyl 3-[(N-[4-(4,5-dichloro-6-oxo-pyridazin-1-yl)cyclohexyl]-4-fluoro-anilino)methyl]pyrrolidine-1-carboxylate ClC=1C=NN(C(C1Cl)=O)C1CCC(CC1)N(C1=CC=C(C=C1)F)CC1CN(CC1)C(=O)OC(C)(C)C